3,3'-Diallyloxy-5,5'-dimethylol-1,1'-biphenyl C(C=C)OC=1C=C(C=C(C1)CO)C1=CC(=CC(=C1)CO)OCC=C